1-p-methylphenyl-2-(pyrrolidin-1-yl)ethane-1,2-dione CC1=CC=C(C=C1)C(C(=O)N1CCCC1)=O